tert-butyl (R)-(1-((2,4,6-trichloropyrimidin-5-yl)oxy)butan-2-yl)carbamate ClC1=NC(=C(C(=N1)Cl)OC[C@@H](CC)NC(OC(C)(C)C)=O)Cl